OC1=C(C=C(C=C1)CCOC(C(=C)C)=O)N1N=C2C(=N1)C=CC(=C2)C(C)(C)C 2-[2'-hydroxy-5'-(methacryloyloxyethyl)phenyl]-5-tert-butyl-2H-benzotriazole